BrC(CO)CCCBr 2,5-Dibromopentan-1-ol